n-docosylbutylendiamine C(CCCCCCCCCCCCCCCCCCCCC)NCCCCN